CN1C(SC2=C1C=CC(=C2)C2=CN=CC(=N2)N2CC1(CN(C1)C(=O)C1(CC1)C#N)C2)=C=O 1-(6-(6-(3-methyl-2-carbonyl-2,3-dihydrobenzo[d]thiazol-6-yl)pyrazin-2-yl)-2,6-diazaspiro[3.3]heptane-2-carbonyl)cyclopropane-1-carbonitrile